nickel alloyl-copper C(C=C)(=O)[Cu].[Ni]